2-[trans-4-(azetidin-1-yl)cyclohexyl]hydrazinecarboxylic acid tert-butyl ester C(C)(C)(C)OC(=O)NN[C@@H]1CC[C@H](CC1)N1CCC1